2'-ethoxy-N4-{[1-(methoxymethyl)cyclopentyl]methyl}-N4-methyl-6'-(trifluoromethyl)[2,4'-bipyridine]-4,5,6-triamine C(C)OC1=NC(=CC(=C1)C1=NC(=C(C(=C1)N(C)CC1(CCCC1)COC)N)N)C(F)(F)F